C1(CC1)C=1C2=C(N=C(N1)NC1=CC=C(C=3OCCOC31)S(=O)(=O)N3CCOCC3)NC=C2C(F)(F)F 4-cyclopropyl-N-(8-(morpholinosulfonyl)-2,3-dihydrobenzo[b][1,4]dioxin-5-yl)-5-(trifluoromethyl)-7H-pyrrolo[2,3-d]pyrimidin-2-amine